C(#N)C1=CN(C2=CC=C(C=C12)NC(=O)C=1N=CNC(C1)=O)CC1=CC=C(C=C1)Cl N-[3-cyano-1-(4-chlorobenzyl)-1H-indol-5-yl]-6-oxo-1,6-dihydropyrimidine-4-carboxamide